(3aR,5aS,9aS,9bR)-3a,6,6,9a-tetramethyl-2,4,5,5a,7,8,9,9b-octahydro-1H-benzo[e][1]benzofuran C[C@@]12[C@H](CCO1)[C@@]1([C@@H](CC2)C(CCC1)(C)C)C